C(C=1C(C(=O)O)=CC=CC1)(=O)O.CC(CCO)CCO (3-methyl-1,5-pentanediol) phthalate